N[C@H]1C[C@@H](CC1)NC1=NC2=CC=C(C=C2C=N1)C1=CC(=C(C=C1)NS(=O)(=O)C1=C(C=CC=C1)Cl)F N-(4-(2-(((1R,3R)-3-aminocyclopentyl)amino)quinazolin-6-yl)-2-fluorophenyl)-2-chlorobenzenesulfonamide